COC(C1=C(C(=C(C(=C1)C1=CC(=NC=C1)F)N)Br)F)=O 4-amino-3-bromo-2-fluoro-5-(2-fluoropyridin-4-yl)benzoic acid methyl ester